3-methyl-10-oxo-12-{5-[(1-oxotetradecyl) oxy] pentyl}-3,9-diaza-6,11-dioxaheptadecan-17-yltetradecanoate CN(CC)CCOCCNC(OC(CCCCCOC(CCCCCCCCCCCCC)=O)CCCCCOC(CCCCCCCCCCCCC)=O)=O